C1(CCCCC1)P(C1=CC=C(C=C1)N(C)C)C1CCCCC1 dicyclohexyl-(4-(N,N-dimethylamino)phenyl)phosphine